1-pentadecyloxy-2,4-diaminobenzene C(CCCCCCCCCCCCCC)OC1=C(C=C(C=C1)N)N